2,2-dimethyl-1,3-propylene dimethacrylate C(C(=C)C)(=O)OCC(COC(C(=C)C)=O)(C)C